C(C)(C)(C)S(=O)NC(CC[C@H]1CC(N(C1)C(=O)OC(C)(C)C)(C)C)C(C)C tert-butyl (4S)-4-[3-(tert-butylsulfinylamino)-4-methyl-pentyl]-2,2-dimethyl-pyrrolidine-1-carboxylate